1-[(3S,5R)-5-(Methoxymethyl)-1-(prop-2-enoyl)pyrrolidin-3-yl]-5-(methylamino)-3-[2-(quinolin-7-yl)ethynyl]pyrazole-4-carboxamide COC[C@H]1C[C@@H](CN1C(C=C)=O)N1N=C(C(=C1NC)C(=O)N)C#CC1=CC=C2C=CC=NC2=C1